FS(C1=CC=C(C=C1)S)(F)(F)(F)F 4-(pentafluorosulfanyl)benzenethiol